3-bromopropionic acid tert-Butyl ester C(C)(C)(C)OC(CCBr)=O